C1(=CC=CC=C1)CON1C(N2[C@@H](C3=C([C@@H]1C2)C=NN3C)/C(=N/O[Si](C)(C)C(C)(C)C)/NC)=O (4R,8S,Z)-5-(phenylmethoxy)-N'-((tert-butyldimethylsilyl)oxy)-N,1-dimethyl-6-oxo-4,5,6,8-tetrahydro-1H-4,7-methanopyrazolo[3,4-e][1,3]Diazepine-8-formamidine